4-Chloro-5-(4-Fluoro-phenyl)-5-hydroxy-1-phenethyl-1,5-dihydro-pyrrol-2-one ClC1=CC(N(C1(O)C1=CC=C(C=C1)F)CCC1=CC=CC=C1)=O